ClC=1C=2N(C=C(N1)C=1C=C(C=CC1)[C@@H](C)N(C(OC(C)(C)C)=O)CC)C=CN2 Tert-butyl (R)-(1-(3-(8-chloroimidazo[1,2-a]pyrazin-6-yl)phenyl)ethyl)(ethyl)-carbamate